CC=1C=C(SC1CN1CCOCC1)C1=NC(=NC(=N1)N1CCOCC1)C=1C=C(C=CC1)O 3-(4-(4-methyl-5-(morpholinomethyl)thiophen-2-yl)-6-morpholino-1,3,5-triazin-2-yl)phenol